3,5-dibromo-1-[3-(2,2-difluoroethoxy)phenyl]pyrazole BrC1=NN(C(=C1)Br)C1=CC(=CC=C1)OCC(F)F